BrC=1C(=C(C=C(C1)S(=O)(=O)N1CCC(CC1)C1=CC=CC=C1)O)C 3-Bromo-2-methyl-5-[(4-phenyl-1-piperidinyl)sulfonyl]phenol